C(C)(C)OC(NC1=CC(=C(C(=C1)C(F)F)F)[C@@H](C)NC=1C2=C(N=C(N1)C)C=NC(=C2)N2[C@@H]1CN[C@H](C2)C1)=O (3-((R)-1-((6-((1S,4S)-2,5-diazabicyclo[2.2.1]heptan-2-yl)-2-methylpyrido[3,4-d]pyrimidin-4-yl)amino)ethyl)-5-(difluoromethyl)-4-fluorophenyl)carbamic acid isopropyl ester